(3-chloro-7-hydroxy-4-quinolinyl)-(4-fluorophenyl)methanone ClC=1C=NC2=CC(=CC=C2C1C(=O)C1=CC=C(C=C1)F)O